tert-butyl 3-((S)-6-fluoro-3-methyl-8-(5-(trifluoromethyl)-1,2,4-oxadiazol-3-yl)-2,3,4,5-tetrahydrobenzo[f][1,4]oxazepine-4-carbonyl)-3-methylpyrrolidine-1-carboxylate FC1=CC(=CC2=C1CN([C@H](CO2)C)C(=O)C2(CN(CC2)C(=O)OC(C)(C)C)C)C2=NOC(=N2)C(F)(F)F